NC=1C(N(C2=C(N1)SC(=C2)C(=O)NCC(CN2N=CN=C2)(O)C2=C(C=C(C=C2)F)F)C2=CC1=C(OCCN1C1=CC=CC=C1)C=C2)=O 3-amino-N-(2-(2,4-difluorophenyl)-2-hydroxy-3-(1H-1,2,4-triazol-1-yl)propyl)-2-oxo-1-(4-phenyl-3,4-dihydro-2H-benzo[b][1,4]oxazin-6-yl)-1,2-dihydrothieno[2,3-b]pyrazine-6-carboxamide